6-methyl-4-(((1R,3r,5S)-8-methyl-8-azabicyclo[3.2.1]octan-3-yl)ethynyl)picolinate CC1=CC(=CC(=N1)C(=O)[O-])C#CC1C[C@H]2CC[C@@H](C1)N2C